ClC=1C=NC(=NC1)CN1C(=NC(=C1Cl)Cl)CCCC(F)(F)F 5-chloro-2-[[4,5-dichloro-2-(4,4,4-trifluorobutyl)imidazol-1-yl]methyl]pyrimidine